C(C1=CC=CC=C1)OC(=O)N[C@H]1C[C@H](N(C1)C(=O)OC(C)(C)C)CC=O tert-butyl (2S,4S)-4-(((benzyloxy)carbonyl)amino)-2-(2-oxoethyl)pyrrolidine-1-carboxylate